ClC1=C(C=CC=C1)C1=CC2=C(N=C(N=C2)NC=2C=C(C(=O)OCC)C=CC2)N2C1=NCC2 ethyl 3-((6-(2-chlorophenyl)-8,9-dihydroimidazo[1',2':1,6]pyrido[2,3-d]pyrimidin-2-yl)amino)benzoate